C(N)(=O)C=1C=C(CNC(OCCCC2=CC(OC3=CC(=CC=C23)N(CC)CC)=O)=O)C=CC1 3-(7-(diethylamino)-2-oxo-2H-chromen-4-yl)propyl (3-carbamoylbenzyl)carbamate